fluoro-N2-(1-methylindazol-6-yl)-2,4-pyrimidinediamine FC=1C(=NC(=NC1)NC1=CC=C2C=NN(C2=C1)C)N